FC1=C(C=C(C(=C1)C)C=1C=C(C=2N(C1)C=CN2)N2CCOCC2)NC(=O)N2CC(=CC2)C2(CC2)C N-{2-Fluoro-4-methyl-5-[8-(morpholin-4-yl)imidazo[1,2-a]pyridin-6-yl]phenyl}-3-(1-methylcyclopropyl)-2,5-dihydropyrrole-1-carboxamide